chlorophenylacetylene bromide [Br-].ClC#CC1=CC=CC=C1